C(=O)(O)C=1C(=C(OC2=CC=C(C=C2)OC2=C(C(=C(C(=C2F)F)C(=O)O)C(=O)O)F)C(=C(C1C(=O)O)F)F)F 1,4-bis(3,4-dicarboxytrifluorophenoxy)benzene